ClC=1C=C(C=CC1F)C(=O)N1[C@@H](C=2N(CC1)C(=NN2)C=2OC=C(N2)C2CC2)C (R)-(3-chloro-4-fluorophenyl)(3-(4-cyclopropyloxazol-2-yl)-8-methyl-5,6-dihydro-[1,2,4]triazolo[4,3-a]pyrazin-7(8H)-yl)methanone